C(C)(C)(C)C=1SC(=CN1)CN1CC2(CN(C2)C(=O)N2CC3(C2)CC(C3)N3N=C(N=C3)C3CC3)C1 [6-[(2-tert-butylthiazol-5-yl)methyl]-2,6-diazaspiro[3.3]heptan-2-yl]-[6-(3-cyclopropyl-1,2,4-triazol-1-yl)-2-azaspiro[3.3]heptan-2-yl]methanone